COC(=O)C1=CC2=C(C(=C(C(CC2)C)Br)C2=CC(=CC=C2)O[C@H]2CN(CC2)CCCF)C=C1.ClC=1C2=C(N=CN1)NC=C2C=O (4-chloro-7H-pyrrolo[2,3-d]Pyrimidin-5-yl)methanone methyl-8-bromo-9-(3-(((R)-1-(3-fluoropropyl)pyrrolidin-3-yl)oxy)phenyl)-7-methyl-6,7-dihydro-5H-benzo[7]annulene-3-carboxylate